C(C)(=O)O[C@@H]1C[C@H](N(CC1)C1=NC=C(C=C1NC(=O)C=1OC(=CC1)Br)C(F)(F)F)C [(2R,4S)-1-[3-[(5-bromofuran-2-carbonyl) amino]-5-(trifluoromethyl)-2-pyridyl]-2-methyl-4-piperidyl] acetate